N-[(4-cyano-2-fluorophenyl)methyl]-6-methyl-4-[(1-methylcyclopropyl)amino]furo[2,3-d]pyrimidine-5-carboxamide C(#N)C1=CC(=C(C=C1)CNC(=O)C1=C(OC=2N=CN=C(C21)NC2(CC2)C)C)F